1-(azetidine-1-carbonyl)azetidin-3-yl (1-(4-(2,6-dioxopiperidin-3-yl)-3,5-difluorophenyl)azetidin-3-yl)carbamate O=C1NC(CCC1C1=C(C=C(C=C1F)N1CC(C1)NC(OC1CN(C1)C(=O)N1CCC1)=O)F)=O